(E)-3-(2-((4-((R)-2-(4-chlorophenyl)-2,3-dihydrobenzo[b][1,4]dioxin-5-yl)piperidin-1-yl)methyl)-1-(((S)-oxetan-2-yl)methyl)-1H-imidazol-5-yl)acrylic acid ClC1=CC=C(C=C1)[C@@H]1COC2=C(O1)C=CC=C2C2CCN(CC2)CC=2N(C(=CN2)/C=C/C(=O)O)C[C@H]2OCC2